FC(C=1C=C(C=CC1)NC(C)=O)(F)F N-[3-(trifluoromethyl)phenyl]acetamide